N-(4-fluoro-5-(((2S,4R)-2-methyl-4-(pyrazolo[1,5-a]pyrimidin-7-yloxy)pyrrolidin-1-yl)methyl)thiazol-2-yl)acetamide FC=1N=C(SC1CN1[C@H](C[C@H](C1)OC1=CC=NC=2N1N=CC2)C)NC(C)=O